(Z)-5-(benzo[d]thiazol-6-ylmethylene)-2-((4-methoxyphenyl)amino)-3,5-dihydro-4H-imidazol-4-one S1C=NC2=C1C=C(C=C2)\C=C/2\C(NC(=N2)NC2=CC=C(C=C2)OC)=O